tert-butyl N-[2-[6-(4-carbamoyl-4-methyl-1-piperidyl)-8-(2-chlorophenyl)-9-(4-chlorophenyl)purin-2-yl]oxyethyl]carbamate C(N)(=O)C1(CCN(CC1)C1=C2N=C(N(C2=NC(=N1)OCCNC(OC(C)(C)C)=O)C1=CC=C(C=C1)Cl)C1=C(C=CC=C1)Cl)C